OC(C(=O)OC)CCCCCCCCC methyl alpha-hydroxyundecanoate